N-ethyl-2-(5-methyl-3,6-dihydro-2H-furo[2,3-e]indol-8-yl)ethan-1-amine C(C)NCCC1=CNC2=C(C=C3C(=C12)OCC3)C